C(C)C1=NN(C(N1C)=O)C1=CC(=C(C(=O)O)C=C1F)O[C@@H](C)CC=C 4-(3-ethyl-4-methyl-5-oxo-4,5-dihydro-1H-1,2,4-triazol-1-yl)-5-fluoro-2-[(2S)-pent-4-en-2-yloxy]benzoic acid